NC1CC(C1)OC1=CC=C(C=C1)C1(CCOCC1)C1=C(C=CC=C1)O (4-(4-(3-aminocyclobutoxy)phenyl)tetrahydro-2H-pyran-4-yl)phenol